(2,4-difluorophenyl)(4-(2-hydroxy-3-((1,2,3,4-tetrahydroacridin-9-yl)amino)propyl)piperazin-1-yl)methanone FC1=C(C=CC(=C1)F)C(=O)N1CCN(CC1)CC(CNC=1C2=CC=CC=C2N=C2CCCCC12)O